CC=1N(C(=CC1)C)C1=CC(=CC(=N1)CCC=1C=C(C=C(C1)F)C#CCN(C(OCCCC)=O)C)C butyl (3-(3-(2-(6-(2,5-dimethyl-1H-pyrrol-1-yl)-4-methylpyridin-2-yl)ethyl)-5-fluorophenyl)prop-2-yn-1-yl)(methyl)carbamate